3-{2-cyano-1-[4-(7H-pyrrolo-[2,3-d]pyrimidin-4-yl)-1H-pyrazol-1-yl]ethyl}-N-cyclohexylbenzenesulfonamide trifluoroacetate FC(C(=O)O)(F)F.C(#N)CC(N1N=CC(=C1)C=1C2=C(N=CN1)NC=C2)C=2C=C(C=CC2)S(=O)(=O)NC2CCCCC2